OC[C@@H]1CN(CCO1)C1=CC(=C(N=N1)C1=C(C=C(C=C1)C)O)C(C)C 2-[6-[(2S)-2-(hydroxymethyl)morpholin-4-yl]-4-isopropyl-pyridazin-3-yl]-5-methyl-phenol